CC1(CC=2N(N=CC2B2OC(C(O2)(C)C)(C)C)C1)C 5,5-dimethyl-3-(4,4,5,5-tetramethyl-1,3,2-dioxaborolan-2-yl)-5,6-dihydro-4H-pyrrolo[1,2-b]pyrazole